2-methoxybenzene-sulfonyl chloride COC1=C(C=CC=C1)S(=O)(=O)Cl